Cl.NC\C=C(\CN1N=NC2=C1C=C(C=C2C2=CC(=CC=C2)S(NC)(=O)=O)C(=O)NC)/F (Z)-1-(4-amino-2-fluorobut-2-en-1-yl)-N-methyl-4-(3-(N-methylsulfamoyl)phenyl)-1H-benzo[d][1,2,3]triazole-6-carboxamide hydrochloride